C[C@]12[C@H]3CC[C@@]4(C(=CC[C@H]4[C@@H]3CC=C2C[C@H](CC1)NC(CCCCCC(=O)OCC)=O)C=1C=NC=CC1)C ethyl 7-(((3S,8R,9S,10R,13S,14S)-10,13-dimethyl-17-(pyridin-3-yl)-2,3,4,7,8,9,10,11,12,13,14,15-dodecahydro-1H-cyclopenta[a]phenanthren-3-yl) amino)-7-oxoheptanoate